FC(C(=O)O)(F)F.C1(CC1)C=1OC(=CN1)C1(CC2(CNC2)C1)O 6-(2-cyclopropyloxazol-5-yl)-2-azaspiro[3.3]heptan-6-ol 2,2,2-trifluoroacetate